CN1CC=C(C=C1)C=1C(=NN(C1)C)CCC1=CC=C(C=C1)C1=NC2=CC=CC=C2C=C1C 1-methyl-4-(1-methyl-3-{2-[4-(3-methylquinolin-2-yl)phenyl]ethyl}-1H-pyrazol-4-yl)pyridine